1-(tert-butoxycarbonyl)-8-(pyrimidin-4-yl)-2,3,4,5-tetrahydro-1H-thieno[3,4-b][1,4]diazepine-6-carboxylic acid C(C)(C)(C)OC(=O)N1C=2C(NCCC1)=C(SC2C2=NC=NC=C2)C(=O)O